NCC(CC(=O)O)C1=CC(=CC=C1)Cl 4-amino-3-(3-chlorophenyl)butyric acid